FC=1C=C(CNC2=NC(=C3N(C2=O)[C@@H](CC3)C(=O)O)C=3C=NN(C3)C)C=C(C1)C (S)-3-((3-fluoro-5-methylbenzyl)amino)-1-(1-methyl-1H-pyrazol-4-yl)-4-oxo-4,6,7,8-tetrahydropyrrolo[1,2-a]pyrazine-6-carboxylic acid